2-([1,1'-biphenyl]-4-yloxy)ethylacrylic acid C1(=CC=C(C=C1)OCCC(C(=O)O)=C)C1=CC=CC=C1